2-(allylthio)-1-(2-(5-(p-tolyl)-1H-imidazol-2-yl)piperidin-1-yl)propan-1-one C(C=C)SC(C(=O)N1C(CCCC1)C=1NC(=CN1)C1=CC=C(C=C1)C)C